2-{1H-benzo[d][1,2,3]triazol-1-yl}-1,1,3,3-tetramethylisouronium hexafluorophosphate F[P-](F)(F)(F)(F)F.N1(N=NC2=C1C=CC=C2)OC(N(C)C)=[N+](C)C